N1N=C(C=2C1=NC=CC2)C(=O)O pyrazolo[3,4-b]pyridine-3-carboxylic Acid